6-(2-(bicyclo[3.1.0]hexan-3-ylamino)-6-fluoro-4-methoxypyrrolo[2,1-f][1,2,4]triazin-5-yl)-N-methylimidazo[1,2-a]pyridine-3-carboxamide C12CC(CC2C1)NC1=NN2C(C(=N1)OC)=C(C(=C2)F)C=2C=CC=1N(C2)C(=CN1)C(=O)NC